BrC=1C(=C(C=CC1)NC(=O)C=1N(C2=C(CNCC2)N1)C)C N-(3-bromo-2-methylphenyl)-1-methyl-4,5,6,7-tetrahydro-1H-imidazo[4,5-c]pyridin-2-formamide